(4-((6-fluoro-2-oxo-2,3-dihydro-1H-benzo[d]imidazol-1-yl)methyl)benzyl)carbamic acid tert-butyl ester C(C)(C)(C)OC(NCC1=CC=C(C=C1)CN1C(NC2=C1C=C(C=C2)F)=O)=O